(S)-2-(5-(2-chlorophenoxy)-2-(3-(3-chloropyridin-2-yloxy)pyrrolidin-1-yl)phenyl)ethanol Methyl-(2S,3S)-5-oxo-2,3-diphenyl-1,2,3,5-tetrahydroimidazo[1,2-a]Pyridine-7-carboxylate CN1[C@H]([C@@H](N2C1=CC(=CC2=O)C(=O)OCCC2=C(C=CC(=C2)OC2=C(C=CC=C2)Cl)N2C[C@H](CC2)OC2=NC=CC=C2Cl)C2=CC=CC=C2)C2=CC=CC=C2